N1=C(C=CC=C1)C=1N=CC2=C(N1)CCN(C2)C=O [2-(2-pyridinyl)-7,8-dihydro-5H-pyrido[4,3-d]Pyrimidin-6-yl]Methanone